Cl.N[C@H]1C[C@@H]2CC[C@H]3[C@@H]4CCC([C@@]4(C)CC[C@@H]3[C@]2(CC1)C)=O 3α-Amino-5α-androstan-17-one Hydrochloride